(1s,2s)-2-(3-chlorophenyl)-N-(6-(((7-(2-cyano-2-methylpropyl)-5-cyclopropylpyrazolo[1,5-a]pyridin-2-yl)methyl)amino)pyrimidin-4-yl)cyclopropane-1-carboxamide ClC=1C=C(C=CC1)[C@@H]1[C@H](C1)C(=O)NC1=NC=NC(=C1)NCC1=NN2C(C=C(C=C2CC(C)(C)C#N)C2CC2)=C1